FC1=C(C=CC=C1)C1=CC=CN1S(=O)(=O)C=1C=NC=C(C1)C#CCOC 5-(2-fluorophenyl)-1-((5-(3-methoxyprop-1-yn-1-yl)pyridin-3-yl)sulfonyl)-1H-pyrrole